3-(1H-imidazol-4-yl)-2-propenoic acid N1C=NC(=C1)C=CC(=O)O